C(C)N(C1=CC=C(C=N1)C1=NC=2N(C(N(C(C2N1)=O)CCCN1C(CCC1)=O)=O)CCC)C(=O)C1=CC=C(C=C1)F 8-{6-[N-(ethyl)[4-fluorophenyl]carbonylamino]-3-pyridyl}-1-[3-(2-oxo-1-pyrrolidinyl)propyl]-3-propylxanthine